ClC1=C2C(=CN=C1)NN=C2N 4-chloro-1H-pyrazolo[3,4-c]Pyridin-3-amine